NC1=C(C(=NN1CCCC(C)NC1=NC(=NC=C1C(F)(F)F)Cl)C)C N-(5-(5-amino-3,4-dimethyl-1H-pyrazol-1-yl)pentan-2-yl)-2-chloro-5-(trifluoromethyl)pyrimidin-4-amine